tert-butyl 4-[4-[2-chloro-4-[[1-methyl-5-[3-(trifluoromethyl)-1H-pyrazol-4-yl]imidazole-2-carbonyl]amino]benzoyl]piperazine-1-carbonyl]piperidine-1-carboxylate ClC1=C(C(=O)N2CCN(CC2)C(=O)C2CCN(CC2)C(=O)OC(C)(C)C)C=CC(=C1)NC(=O)C=1N(C(=CN1)C=1C(=NNC1)C(F)(F)F)C